CC(=CBr)C1=CC=CC=C1 α-methyl-β-bromostyrene